ethoxy cyclododecyl-methyl ether C1(CCCCCCCCCCC1)COOCC